[Na].CN(CC(=O)O)C.[Na] sodium N,N-dimethylglycine sodium